The molecule is a methoxybenzoic acid that is 4-methoxybenzoic acid bearing a hydroxy substituent at position 3. It has a role as an antibacterial agent and a plant metabolite. It is a methoxybenzoic acid and a monohydroxybenzoic acid. It is a conjugate acid of a 3-hydroxy-4-methoxybenzoate. COC1=C(C=C(C=C1)C(=O)O)O